ClC1=CC=C(CN2C3(CN(C3)C3=CC(=NC=C3)C(=O)OC)C(N(CC2=O)C(C)C)=O)C=C1 methyl 4-(5-(4-chlorobenzyl)-8-isopropyl-6,9-dioxo-2,5,8-triazaspiro[3.5]nonan-2-yl)picolinate